FC=1C=C(C=CC1)[C@H]([C@H]1[C@@H]2N(C(C=3N1N=CC(C3O)=O)=O)[C@H](CC2)C)C2=CC=C(C=C2)F (7S,9aR,10S)-10-((R)-(3-fluorophenyl)(4-fluorophenyl)methyl)-4-hydroxy-7-methyl-8,9,9a,10-tetrahydro-7H-pyrrolo[1',2':4,5]pyrazino[1,2-b]pyridazine-3,5-dione